N-(3-(((7-Bromo-2,3-dihydrofuro[3,2-c]pyridin-4-yl)amino)methyl)phenyl)-3-((dimethylamino)methyl)benzamide BrC=1C2=C(C(=NC1)NCC=1C=C(C=CC1)NC(C1=CC(=CC=C1)CN(C)C)=O)CCO2